CN(C(=O)C1C[C@H](NC([C@@H](NC(OC(CC\C=C/C1)CCCCCCC)=O)CC(C)C)=O)C(=O)OCC)C Ethyl (4S,7S,Z)-9-(dimethylcarbamoyl)-15-heptyl-4-isobutyl-2,5-dioxo-1-oxa-3,6-diazacyclopentadec-11-ene-7-carboxylate